(4-(2-aminothiazolo[5,4-b]pyridin-5-yl)-3-fluorophenyl)-4-ethoxy-1-(4-fluorophenyl)-2-keto-1,2-dihydropyridine-3-carboxamide NC=1SC2=NC(=CC=C2N1)C1=C(C=C(C=C1)C=1C(=C(C(N(C1)C1=CC=C(C=C1)F)=O)C(=O)N)OCC)F